C(C)O/C=C/C1=C2C=CN(C2=C(C=C1)C#N)C (E)-4-(2-ethoxyvinyl)-1-methyl-indole-7-carbonitrile